NC1=C2C(=C3C(=N1)C=C(S3)C)N(C(=N2)CCCC)CC2CCN(CC2)C(=O)OCC2=CC=CC=C2 Benzyl 4-((4-amino-2-butyl-7-methyl-1H-imidazo[4,5-d]thieno[3,2-b]pyridin-1-yl)methyl)piperidine-1-carboxylate